CC(C)(C)OC(=O)N(C(=O)OC(C)(C)C)C1=NC=CC(=C1F)B1OC(C(O1)(C)C)(C)C 2-[3-fluoro-4-(4,4,5,5-tetramethyl-[1,3,2]dioxaborolan-2-yl)-2-pyridinyl]-imidodicarbonic acid-1,3-bis(1,1-dimethylethyl)ester